CC1=C(CSC=2N(C(=NN2)CC2=CC=CC=3C4=CC=CC=C4NC23)C2=CC=CC=C2)C=CC=C1 ((5-((2-methylbenzyl)thio)-4-phenyl-4H-1,2,4-triazol-3-yl)methyl)-9H-carbazole